COC1=C(C(=CC(=C1)OC)OC)NC(C(=O)NC1=C(C=C(C=C1OC)OC)OC)=O N1,N2-bis(2,4,6-trimethoxyphenyl)ethanediamide